2-phenylamino-1,1-propanediol C1(=CC=CC=C1)NC(C(O)O)C